6-(1-methyl-1H-benzo[d]imidazol-6-yl)-2-(methylthio)pyrido[2,3-d]pyrimidin-7(8H)-one CN1C=NC2=C1C=C(C=C2)C2=CC1=C(N=C(N=C1)SC)NC2=O